2,6-Bis[1-(2-tert.butyl-6-chlorophenylimino)ethyl]pyridine iron(II) dichloride [Fe](Cl)Cl.C(C)(C)(C)C1=C(C(=CC=C1)Cl)N=C(C)C1=NC(=CC=C1)C(C)=NC1=C(C=CC=C1Cl)C(C)(C)C